C(C=C(C)C)N=[N+]=[N-] prenylazide